FC1=C(C(=CC=C1)F)N1C(NC(=CC1=O)N[C@@H](C)C1=CC=CC=C1)=O (S)-3-(2,6-difluorophenyl)-6-((1-phenylethyl)amino)pyrimidine-2,4(1h,3h)-dione